N-(2,6-dioxopiperidin-4-yl)pentanamide hydrochloride Cl.O=C1NC(CC(C1)NC(CCCC)=O)=O